4-(3-(cyclopropylmethoxy)-4-(difluoromethoxy)phenyl)-2,5-dihydro-1H-pyrrole-2-carboxylic acid methyl ester hydrochloride Cl.COC(=O)C1NCC(=C1)C1=CC(=C(C=C1)OC(F)F)OCC1CC1